8-(6-cyclopropylpyridin-3-yl)-6-oxo-2H,3H,4H,6H-pyrimido[2,1-b][1,3]thiazine-7-carbonitrile C1(CC1)C1=CC=C(C=N1)C=1N=C2SCCCN2C(C1C#N)=O